(4-ethynyl-2-methoxyphenyl)methanamine C(#C)C1=CC(=C(C=C1)CN)OC